C(#N)C1=C(C=CC=C1)SC=1C=2N(C=C(C1)C=1C=NC(=CC1)N1CCOCC1)N=CC2C#N 4-((2-cyanophenyl)thio)-6-(6-morpholinopyridin-3-yl)pyrazolo[1,5-a]pyridine-3-carbonitrile